(R)-1-(4-(8-((2-fluoro-3-methyl-4-((1-methyl-1H-benzo[d][1,2,3]triazol-5-yl)oxy)phenyl)amino)pyrimido[5,4-d]pyrimidin-2-yl)-2-methylpiperazin-1-yl)prop-2-en-1-one FC1=C(C=CC(=C1C)OC1=CC2=C(N(N=N2)C)C=C1)NC1=NC=NC2=C1N=C(N=C2)N2C[C@H](N(CC2)C(C=C)=O)C